CC1=CC=NN1CC1(CCCCC1)O 1-((5-methyl-1H-pyrazol-1-yl)methyl)cyclohexanol